3,4,5-trimethoxyphenethyl(phenyl)propanamide COC=1C=C(CCC(C(=O)N)(C)C2=CC=CC=C2)C=C(C1OC)OC